BrC=1C=C2C(=C(C(N(C2=CC1)C)=O)C#N)N1CCC(CC1)C=1OC2=C(N1)C=C(C=C2)C(C)C 6-bromo-1-methyl-2-oxo-4-{4-[5-(propan-2-yl)-1,3-benzooxazol-2-yl]piperidin-1-yl}-1,2-dihydroquinoline-3-carbonitrile